N-chroman-8-yl-8-methoxy-2-tetrahydropyran-4-yl-imidazo[1,2-a]pyrazine-6-carboxamide trifluoroacetate FC(C(=O)O)(F)F.O1CCCC2=CC=CC(=C12)NC(=O)C=1N=C(C=2N(C1)C=C(N2)C2CCOCC2)OC